C1(=CC=C(C=C1)C(=O)[SH+]C(=O)C1=CC=C(C=C1)C)C di(p-toluoyl)sulfonium